tert-butyl 5-((2-(((1R,4R)-4-((tert-butoxycarbonyl)amino)cyclohexyl)(methyl)amino)pyrimidin-4-yl)oxy)-3-cyclopentyl-1H-pyrazole-1-carboxylate C(C)(C)(C)OC(=O)NC1CCC(CC1)N(C1=NC=CC(=N1)OC1=CC(=NN1C(=O)OC(C)(C)C)C1CCCC1)C